OC1[C@@H](CC[C@@H]1C1=CC(=C(C=C1/C=C/C(=O)N)O)O)C1=CC(=C(C=C1/C=C/C(=O)N)O)O (1S,2R,3R)-2-hydroxycyclopentane-1,3-dicaffeamide